1-(5-(4-(ethylsulfonyl)piperazine-1-carbonyl)thieno[2,3-b]pyridin-4-yl)-4-methylpiperidine-4-carbonitrile C(C)S(=O)(=O)N1CCN(CC1)C(=O)C=1C(=C2C(=NC1)SC=C2)N2CCC(CC2)(C#N)C